N-(2-(5-isopropyl-1,4-diazepan-1-yl)-6-methylpyrimidin-4-yl)-1H-indazol-5-amine C(C)(C)C1NCCN(CC1)C1=NC(=CC(=N1)NC=1C=C2C=NNC2=CC1)C